1-(4-(9,10-di(naphthalen-2-yl)anthracen-2-yl)phenyl)-1H-benzo[d]imidazole C1=C(C=CC2=CC=CC=C12)C=1C2=CC=CC=C2C(=C2C=CC(=CC12)C1=CC=C(C=C1)N1C=NC2=C1C=CC=C2)C2=CC1=CC=CC=C1C=C2